2-(4-(3-(2-chloro-10H-phenothiazin-10-yl)propyl)piperazin-1-yl)ethan-1-ol ClC1=CC=2N(C3=CC=CC=C3SC2C=C1)CCCN1CCN(CC1)CCO